sodium heptanamide C(CCCCCC)(=O)N.[Na]